FC([C@@H](NC)C1=CC=C(C=C1)NC=1C(=C2C(=NC1)SC(=N2)C)[C@@H](C(F)F)OC)F N-(4-((S)-2,2-difluoro-1-(methylamino)ethyl)phenyl)-7-((S)-2,2-difluoro-1-methoxyethyl)-2-methylthiazolo[5,4-b]pyridin-6-amine